C(C)(C)(C)OC(=O)N1N=CC2=C(C(=C(C=C12)F)Cl)OC=1N=CC=C2C(=C(C(=NC12)O)C#N)N1CCN(CC1)C(=O)OC(C)(C)C 4-((4-(4-(tert-butoxycarbonyl)piperazin-1-yl)-3-cyano-2-hydroxy-1,7-naphthyridin-8-yl)oxy)-5-chloro-6-fluoro-1H-indazole-1-carboxylic acid tert-butyl ester